diisopropyldiazene-1,2-dicarboxylic acid C(C)(C)OC(=O)N=NC(=O)OC(C)C